1-dimethylamino-1,1,3,3,5,5,7,7,9,9,9-undecamethylpentasiloxane CN([Si](O[Si](O[Si](O[Si](O[Si](C)(C)C)(C)C)(C)C)(C)C)(C)C)C